3-(2-Methoxy-ethyl)-8-methyl-indolizine-1-carboxylic acid (4,4-difluoro-cyclohexylmethyl)-amide FC1(CCC(CC1)CNC(=O)C=1C=C(N2C=CC=C(C12)C)CCOC)F